ClC=1N=C(C2=C(N1)N(N=N2)[C@H]2[C@@H]([C@@H]([C@H](O2)COP(=O)(O)CP(O)(O)=O)O)O)NCC2=CC=C(C=C2)Cl (((((2R,3S,4R,5R)-5-(5-chloro-7-((4-chlorobenzyl)amino)-3H-[1,2,3]triazolo[4,5-d]pyrimidin-3-yl)-3,4-dihydroxytetrahydrofuran-2-yl)methoxy)(hydroxy)phosphoryl)methyl)phosphonic acid